C1(=CC=C(C=C1)[Se]CCCC#N)C 4-(p-tolylseleno)butyronitrile